C(CCCCCCC)C(C(=O)O)(CCCC(=O)O)CCCCCCCC.C(CCCCC(=O)OCCCCCCCC)(=O)OCCCCCCCC dioctyl adipate (r-dioctyl adipate)